ClC1=C(C=CC=C1)[C@@H]1CN(CC12CCC2)C(=O)C2=CN=CC(N2)=O (R)-6-(8-(2-chlorophenyl)-6-azaspiro[3.4]octane-6-carbonyl)pyrazin-2(1H)-one